(6r,9s)-7,7-difluoro-9-(4-fluoro-3-methylphenyl)spiro[4.5]decan-6-ol FC1([C@@H](C2(CCCC2)C[C@@H](C1)C1=CC(=C(C=C1)F)C)O)F